N-(4-hydroxy-3-(2-hydroxynaphthalen-1-yl)phenyl)-4-nitrobenzenesulfonamide OC1=C(C=C(C=C1)NS(=O)(=O)C1=CC=C(C=C1)[N+](=O)[O-])C1=C(C=CC2=CC=CC=C12)O